(S)-Methyl 4-(4-(2-chlorothiophen-3-yl)piperidin-2-yl)benzoate ClC=1SC=CC1C1C[C@H](NCC1)C1=CC=C(C(=O)OC)C=C1